O=C1NC(CCC1C1=NN(C2=C(C=CC=C12)OCC(=O)N1CCN(CC1)CCCCNC(OC(C)(C)C)=O)C)=O tert-butyl (4-(4-(2-((3-(2,6-dioxopiperidin-3-yl)-1-methyl-1H-indazol-7-yl)oxy)acetyl)piperazin-1-yl)butyl)carbamate